5-[rac-(5S)-5-methyl-2-piperidyl]-2-[1-(trideuteriomethyl)-4-piperidyl]-1,3-benzothiazole C[C@H]1CCC(NC1)C=1C=CC2=C(N=C(S2)C2CCN(CC2)C([2H])([2H])[2H])C1 |r|